(3-(4-((5-(2-aminopyridin-3-yl)isoxazol-3-yl)methyl)benzyl)phenyl)methanesulfonamide NC1=NC=CC=C1C1=CC(=NO1)CC1=CC=C(CC=2C=C(C=CC2)CS(=O)(=O)N)C=C1